CC=1C=C(C=CC1N1C(N(C2=NC=CC=C21)[C@H]2CN(CC2)CC=2N(C=CN2)C)=O)C2=CC=C(C=C2)C(=O)OC Methyl (R)-3'-methyl-4'-(3-(1-((1-methyl-1H-imidazol-2-yl)methyl)pyrrolidin-3-yl)-2-oxo-2,3-dihydro-1H-imidazo[4,5-b]pyridin-1-yl)-[1,1'-biphenyl]-4-carboxylate